C(C)(C)(C)OC(=O)N1CCC(=CC1)C1=CC=C(C=C1)C(CCC(=O)OC)(C)C#N.ClC1=C(C=CC=C1Cl)N1CCN(CC1)CCCCOC1=CC=C2C=CC(NC2=C1)=O 7-[4-[4-(2,3-dichlorophenyl)-1-piperazinyl]butoxy]quinolone tert-butyl-4-[4-(1-cyano-4-methoxy-1-methyl-4-oxo-butyl)phenyl]-3,6-dihydro-2H-pyridine-1-carboxylate